S(=O)(=O)(O)C1=CC(=O)N(C1=O)O 3-sulfo-N-hydroxymaleimide